N-[(1,3-thiazol-4-yl)methyl]pyrazine-2-carboxamide S1C=NC(=C1)CNC(=O)C1=NC=CN=C1